1-[3-(3-methyltriazol-4-yl)phenyl]-6-oxo-pyridazine-3-carboxylic acid CN1N=NC=C1C=1C=C(C=CC1)N1N=C(C=CC1=O)C(=O)O